N-((S)-(4,4-difluorocyclohexyl)(5-((S)-1-((S)-4-(difluoromethyl)-2-oxoimidazolidin-1-yl)-2-methoxyethyl)benzo[d]oxazol-2-yl)methyl)-4-methyl-1,2,5-oxadiazole-3-carboxamide FC1(CCC(CC1)[C@H](NC(=O)C1=NON=C1C)C=1OC2=C(N1)C=C(C=C2)[C@@H](COC)N2C(N[C@@H](C2)C(F)F)=O)F